2-(carboxymethyldithianyl)acetic acid C(=O)(O)CC1(SSCCC1)CC(=O)O